4-oxo-4-(1,4,7-triazacyclonon-1-yl)butanoic acid O=C(CCC(=O)O)N1CCNCCNCC1